COC1=CC=C(CN2C(N(C=C2)CC(=O)C2=CC=C(C=C2)OC)C)C=C1 1-(4-methoxy-benzyl)-2-methyl-3-[2-(4-methoxyphenyl)-2-oxoethyl]Imidazole